P(OCCCCCCCCCCCCCCCC)(OCCCCCCCCCCCCCCCC)(OCCCCCCCCCCCCCCCC)=S tricetyl phosphorothioate